tert-butyl N-[2-[2,4-dichloro-6-[2-(1H-indol-3-yl)ethylamino]pyrimidin-5-yl]oxy-1,1-dimethyl-ethyl]carbamate ClC1=NC(=C(C(=N1)Cl)OCC(C)(C)NC(OC(C)(C)C)=O)NCCC1=CNC2=CC=CC=C12